ClC1=CC=C(C=C1)C1=NN(C[C@@H]1C1=CC=CC=C1)/C(/NC1CN(C1)S(N)(=O)=O)=N/S(=O)(=O)C1=CC=C(C=C1)Cl (S,E)-3-(4-chlorophenyl)-N'-((4-chlorophenyl)sulfonyl)-4-phenyl-N-(1-sulfamoylazetidin-3-yl)-4,5-dihydro-1H-pyrazole-1-carboximidamide